BrC1=C(C=C(C=C1)Cl)/C=C/C(=O)C1=C(C=C(C=C1OC)OC)O (E)-3-(2-bromo-5-chlorophenyl)-1-(2-hydroxy-4,6-dimethoxyphenyl)prop-2-en-1-one